BrC1=C(C=C(CCNC(C(C=2SC=CC2)NC=O)=O)C=C1)OC N-(4-bromo-3-methoxyphenethyl)-2-formamido-2-(thiophen-2-yl)acetamide